methyl 2-(5-cyano-4-methyl-2-oxo-1H-1,6-naphthyridin-3-yl)acetate C(#N)C1=C2C(=C(C(NC2=CC=N1)=O)CC(=O)OC)C